2-(6-(((1S,3S)-3-((5-(1-fluorocyclopropyl)-1,2,4-oxadiazol-3-yl)amino)cyclopentyl)amino)pyridin-3-yl)pyridazin FC1(CC1)C1=NC(=NO1)N[C@@H]1C[C@H](CC1)NC1=CC=C(C=N1)N1NC=CC=C1